C(C=C)(=O)OCCCCOC(=O)OC1=CC=C(C(=O)OC2=CC(=C(C=C2)OC(C2=CC=C(C=C2)OC(=O)OCCCCOC(C=C)=O)=O)/C=N/N2C3=CC=CC=C3C=3C=C(C=CC23)C)C=C1 [3-[(E)-(3-methylcarbazol-9-yl)iminomethyl]-4-[4-(4-prop-2-enoyloxybutoxycarbonyloxy)benzoyl]oxy-phenyl] 4-(4-prop-2-enoyloxybutoxycarbonyloxy)benzoate